Diethyl 4-chloro-1-[2-(naphthalen-2-yl)-2-oxoethyl]-1H-pyrazole-3,5-dicarboxylate ClC=1C(=NN(C1C(=O)OCC)CC(=O)C1=CC2=CC=CC=C2C=C1)C(=O)OCC